2-(1-(2-(2,2-Dimethylbenzo[d][1,3]dioxol-5-yl)ethyl)-1H-1,2,3-triazol-4-yl)-2,5,7,8-tetramethyl-2,3-dihydrobenzo[b][1,4]oxathiin-6-ol CC1(OC2=C(O1)C=CC(=C2)CCN2N=NC(=C2)C2(CSC1=C(O2)C(=C(C(=C1C)O)C)C)C)C